C(C)(C)(C)OC(=O)N(C=1C2=C(N=C(N1)Cl)C(=C(S2)C2(CC2)C(=O)OC)C)CC=2OC=CC2 methyl 1-[4-[tert-butoxycarbonyl(2-furylmethyl)amino]-2-chloro-7-methyl-thieno[3,2-d]pyrimidin-6-yl]cyclopropanecarboxylate